FC(C(=O)O)(F)F.COC=1C=C(C=C(C1OC)C)NC1=NC=C(C(=N1)NC=1C=C(C2=C(NC(O2)=O)C1)C)F 5-(2-(3,4-dimethoxy-5-methylphenylamino)-5-fluoropyrimidin-4-ylamino)-7-methylbenzo[d]oxazol-2(3H)-one trifluoroacetate salt